1-bromo-3-(difluoromethoxy)-5-fluorobenzene BrC1=CC(=CC(=C1)F)OC(F)F